2-(6-Chloro-benzothiazol-2-ylamino)-1-methyl-1H-benzoimidazole-5-carboxylic acid ((R)-2-hydroxy-propyl)-amide O[C@@H](CNC(=O)C1=CC2=C(N(C(=N2)NC=2SC3=C(N2)C=CC(=C3)Cl)C)C=C1)C